P(=O)(OOC(C(=C)C)=O)(OOC(C(=C)C)=O)OCC di(methacryloyloxy) ethyl phosphate